iodo-γ-butyrolactone IC1C(=O)OCC1